FC(C=1C(=CN(C(C1)=O)C)B(O)O)F (4-(difluoromethyl)-1-methyl-6-oxo-1,6-dihydropyridin-3-yl)boronic acid